6-bromo-8-methoxy-N-[1-(pyridin-2-yl)piperidin-4-yl]quinazolin-2-amine BrC=1C=C2C=NC(=NC2=C(C1)OC)NC1CCN(CC1)C1=NC=CC=C1